(4-vinylphenyl)phosphine hydrogen bromide Br.C(=C)C1=CC=C(C=C1)P